NC1=C(C=CC=C1)O anti-aminophenol